tris(N-ethyl-N-methylpyrrolidinium) phosphorothioate bis(trifluoromethylsulfonyl)imide [N-](S(=O)(=O)C(F)(F)F)S(=O)(=O)C(F)(F)F.P([O-])([O-])(O)=S.C(C)[N+]1(CCCC1)C.C(C)[N+]1(CCCC1)C.C(C)[N+]1(CCCC1)C